BrC=1C(=C(C(=CC1)F)[C@H]1N([C@@H](CC2=C1NC1=CC=CC=C21)C)C[C@H](C(=O)OC)C)C Methyl (R)-3-((1R,3R)-1-(3-bromo-6-fluoro-2-methylphenyl)-3-methyl-1,3,4,9-tetrahydro-2H-pyrido[3,4-b]indol-2-yl)-2-methylpropanoate